CN(C1=C(C=CC=C1)N1N=C(C=C1C1=CC=C2C=NN(C2=C1)CC)COC(C(=O)O)(C)C)C 2-([1-[2-(dimethylamino)phenyl]-5-(1-ethyl-1H-indazol-6-yl)-1H-pyrazol-3-yl]methoxy)-2-methylpropanoic acid